BrC1=CC=C(CN2N=C(C=C2C)C)C=C1 1-(4-bromobenzyl)-3,5-dimethyl-1H-pyrazole